9,10-bis(phenyldimethylsiloxy)stearic acid phenyldimethylammonium salt C1(=CC=CC=C1)[NH+](C)C.C1(=CC=CC=C1)[Si](OC(CCCCCCCC(=O)[O-])C(CCCCCCCC)O[Si](C)(C)C1=CC=CC=C1)(C)C